ClC1=C2C(=CNC2=C(C=C1)NS(=O)(=O)C=1C=NN(C1)[C@@H](CO)CF)C#N N-(4-Chloro-3-cyano-1H-indol-7-yl)-1-[(1S)-1-(fluoromethyl)-2-hydroxyethyl]pyrazol-4-sulfonamid